methyl-2',3'-dihydrospiro[cyclohexane-1,1'-indene]-4-one CC1C2(C3=CC=CC=C3C1)CCC(CC2)=O